3-(4-methoxyquinazolin-6-yl)-N-(1-(1-methylpiperidin-4-yl)-1H-pyrazol-4-yl)-1H-pyrrolo[2,3-b]pyridine-5-carboxamide COC1=NC=NC2=CC=C(C=C12)C1=CNC2=NC=C(C=C21)C(=O)NC=2C=NN(C2)C2CCN(CC2)C